diethynyldi(3-thienyl)silane C(#C)[Si](C1=CSC=C1)(C1=CSC=C1)C#C